isopropyl (S)-6-diazo-2-((S)-3-(6-(dimethylamino)-1H-indol-3-yl)-2-hydroxypropanamido)-5-oxohexanoate [N+](=[N-])=CC(CC[C@@H](C(=O)OC(C)C)NC([C@H](CC1=CNC2=CC(=CC=C12)N(C)C)O)=O)=O